C(C)(C)(C)OC([C@H](COC=1C=C2C=CC(=NC2=CC1)NCCN(C)C)ON1C(C2=CC=CC=C2C1=O)=O)=O.C1=CC=CC=2C3=CC=CC=C3N(C12)C1=CC=C(C=C1)C1=CC=C(C=C1)N1C2=CC=CC=C2C=2C=CC=CC12 4,4'-bis(N-Carbazolyl)Biphenyl tert-butyl-(S)-3-((2-((2-(dimethylamino)ethyl)amino)quinolin-6-yl)oxy)-2-((1,3-dioxoisoindolin-2-yl)oxy)-propanoate